tert-butyl N-[(1S)-3-(4-carbamoyl-2-fluoro-5,6,7,8,9,10-hexahydrocyclohepta[b]-indol-1-yl)cyclohex-3-en-1-yl]carbamate C(N)(=O)C=1C=C(C(=C2C3=C(NC12)CCCCC3)C=3C[C@H](CCC3)NC(OC(C)(C)C)=O)F